1-chloro-3-methoxy-6,7-dihydro-5H-cyclopenta[c]pyridin ClC1=NC(=CC2=C1CCC2)OC